(S)-Tert-Butyl 3-Methyl-2-(2-(3-(3-(Pentan-3-Ylcarbamoyl)-1H-Pyrazol-5-yl)Phenyl)Oxazole-5-Carboxamido)Butanoate CC([C@@H](C(=O)OC(C)(C)C)NC(=O)C1=CN=C(O1)C1=CC(=CC=C1)C1=CC(=NN1)C(NC(CC)CC)=O)C